4-[[3-ethoxy-5-(3-ethoxyphenyl)phenyl]methyl]piperazin C(C)OC=1C=C(C=C(C1)C1=CC(=CC=C1)OCC)CN1CCNCC1